(S)-2-amino-6-(4-(4-(2-hydroxyethyl)piperazine-1-carbonyl)-2-methoxybenzyl)-4-(pentan-2-ylamino)pyrimidin NC1=NC(=CC(=N1)N[C@@H](C)CCC)CC1=C(C=C(C=C1)C(=O)N1CCN(CC1)CCO)OC